C(C)(=O)O.C(CCC)N1C(CCC1)C 1-butyl-2-methylpyrrolidine acetate